ethyl 3-hydroxy-4-methyl-1,2-oxazole-5-carboxylate OC1=NOC(=C1C)C(=O)OCC